[Al].[Zn].[Sn] tin-zinc-aluminum